FC1(CC(CCC1)C(=O)NC(C(=O)O)CCN(CCCCC1=NC=2NCCCC2C=C1)CC(COC)F)F 2-[(3,3-difluorocyclohexanecarbonyl)amino]-4-[[2-fluoro-3-methoxy-propyl]-[4-(5,6,7,8-tetrahydro-1,8-naphthyridin-2-yl)butyl]amino]butanoic acid